C1(CC1)C(C=CS(=O)(=O)C)NC(C1=C(N=C(C=C1)C(F)(F)C1CC1)OC1=CC=CC=C1)=O N-(1-cyclopropyl-3-(methylsulfonyl)allyl)-6-(cyclopropyldifluoromethyl)-2-phenoxynicotinamide